dichlorosulfopropyl-urea ClN(C(NCCCS(=O)(=O)O)=O)Cl